ClC=1C=CC(=NC1)COC1=NN=C(S1)NC(C1=CN=C(C=C1C1=C(C=CC=C1)OC)C#N)=O N-(5-((5-chloropyridin-2-yl)methoxy)-1,3,4-thiadiazol-2-yl)-6-cyano-4-(2-methoxyphenyl)nicotinamide